C1(CCCCC1)NCCC[Si](OC)(OC)OC N-cyclohexyl-γ-Aminopropyltrimethoxysilane